BrC1=CC=C(C=C1)\C=C(/C)\NC(C)=O (E)-1-(4-bromophenyl)-2-acetamidopropene